ClC=1C(=NC(=NC1)NC1=C(C=C(C=C1)N1CCC2(CC1)CCN(CC2)C)OC)NC2=C(C=CC=C2)P(C)(C)=O (2-((5-chloro-2-((2-methoxy-4-(9-methyl-3,9-Diazaspiro[5.5]undec-3-yl)phenyl)amino)pyrimidin-4-yl)amino)phenyl)dimethylphosphine oxide